2-fluoro-N-(2-(2-methoxypyridin-3-yl)-1,3-dimethyl-1H-pyrrolo[2,3-c]pyridin-5-yl)cyclopropanecarboxamide FC1C(C1)C(=O)NC=1C=C2C(=CN1)N(C(=C2C)C=2C(=NC=CC2)OC)C